6-(2-methoxybenzylamino)-9-β-D-arabinofuranosylpurine COC1=C(CNC2=C3N=CN(C3=NC=N2)[C@H]2[C@@H](O)[C@H](O)[C@H](O2)CO)C=CC=C1